BrC1=NC(=CC(=C1)OC=1C=NC(=NC1)C(F)(F)F)Br 5-[(2,6-dibromopyridin-4-yl)oxy]-2-(trifluoromethyl)pyrimidine